2,2,4,4-tetramethyl-1,3-cyclobutanediol terephthalate C(C1=CC=C(C(=O)O)C=C1)(=O)O.CC1(C(C(C1O)(C)C)O)C